C(C1CO1)OCCC[Si](OCC)(CC)CC γ-glycidoxypropyl-diethylethoxysilane